3-(difluoromethyl)-1-(2-hydroxyethyl)-5-(4-methoxybenzyl)-1,5-dihydro-4H-pyrazolo[3,4-d]pyridazin-4-one FC(C1=NN(C=2C=NN(C(C21)=O)CC2=CC=C(C=C2)OC)CCO)F